5-(tetradecyloxy)-N-tosylfuran-2-carboxamide C(CCCCCCCCCCCCC)OC1=CC=C(O1)C(=O)NS(=O)(=O)C1=CC=C(C)C=C1